(2-(2-methoxy-7-methylquinoxalin-5-yl)-4-methyl-7,8-dihydro-[1,4]dioxino[2',3':3,4]benzo[1,2-d]thiazol-7-yl)methyl (6-(pyrrolidin-1-yl) pyridin-3-yl)carbamate N1(CCCC1)C1=CC=C(C=N1)NC(OCC1OC2=C(C3=C(N=C(S3)C3=C4N=CC(=NC4=CC(=C3)C)OC)C(=C2)C)OC1)=O